1-((4-(tert-butyl)phenyl)sulfonyl)-N-(4-(trifluoromethyl)phenyl)-1H-pyrrole-3-carboxamide C(C)(C)(C)C1=CC=C(C=C1)S(=O)(=O)N1C=C(C=C1)C(=O)NC1=CC=C(C=C1)C(F)(F)F